N1N=NN=C1CN1C(NC=NC1=O)=O 3-Tetrazolylmethyl-1,3,5-triazine-2,4-dione